2-(3-Cyano-4-(2-fluoro-4-(6-(N-isopropylcarbamimidoyl)-1H-benzo[d]imidazol-2-yl)phenoxy)phenyl)-N-isopropyl-1H-benzo[d]imidazole-6-carboximidamide C(#N)C=1C=C(C=CC1OC1=C(C=C(C=C1)C1=NC2=C(N1)C=C(C=C2)C(NC(C)C)=N)F)C2=NC1=C(N2)C=C(C=C1)C(NC(C)C)=N